ClC=1C(=NC(=NC1)N(C)C)NC1=CC2=C(N(C(N2CCC(C)(C)O)=O)C)C=C1 5-((5-Chloro-2-(dimethylamino)pyrimidin-4-yl)amino)-3-(3-hydroxy-3-methylbutyl)-1-methyl-1,3-dihydro-2H-benzo[d]-imidazol-2-one